3,4-diaminobiphenyl NC=1C=C(C=CC1N)C1=CC=CC=C1